CN(C=1N(C(C(=CN1)C(=O)O)=O)C1=CC=C(C=C1)F)C 2-(dimethylamino)-1-(4-fluorophenyl)-6-oxo-1,6-dihydropyrimidine-5-carboxylic acid